CN(\C=C/C(=O)C1=NC=C(C=C1)F)C (Z)-3-(dimethylamino)-1-(5-fluoropyridin-2-yl)prop-2-en-1-one